2,5-diaminobenzeneethanol sulfate S(=O)(=O)(O)OCCC1=C(C=CC(=C1)N)N